N-(3,4-Dichlorophenyl)-9-(2-(4,5-dihydro-1H-imidazol-2-ylamino)ethyl)-2,3,4,9-tetrahydro-1H-carbazol-7-amine ClC=1C=C(C=CC1Cl)NC1=CC=C2C=3CCCCC3N(C2=C1)CCNC=1NCCN1